N-benzoyl-5'-O-tert-butyldimethylsilyl-2'-deoxyadenosine C(C1=CC=CC=C1)(=O)NC=1C=2N=CN([C@H]3C[C@H](O)[C@@H](CO[Si](C)(C)C(C)(C)C)O3)C2N=CN1